C1(CCCC1)P(C1=CC=CC=C1)C1=CC=CC=C1 cyclopentyl-(diphenyl)phosphine